4-((3-cyclopentyl-1H-1,2,4-triazol-1-yl)sulfonyl)aniline C1(CCCC1)C1=NN(C=N1)S(=O)(=O)C1=CC=C(N)C=C1